The molecule is a dolichyl diphosphooligosaccharide in which the oligosaccharide moiety is the Man3GlcNAc2 branched pentasaccharide alpha-D-Man-(1->3)-[alpha-D-Man-(1->6)]-beta-D-Man-(1->4)-beta-D-GlcNAc-(1->4)-D-GlcNAc. It is a conjugate acid of an alpha-D-Man-(1->3)-[alpha-D-Man-(1->6)]-beta-D-Man-(1->4)-beta-D-GlcNAc-(1->4)-D-GlcNAc(PP-Dol)(2-). CC(CC/C=C(/C)\\CC/C=C(\\C)/CC/C=C(\\C)/CCC=C(C)C)CCOP(=O)(O)OP(=O)(O)OC1[C@@H]([C@H]([C@@H]([C@H](O1)CO)O[C@H]2[C@@H]([C@H]([C@@H]([C@H](O2)CO)O[C@H]3[C@H]([C@H]([C@@H]([C@H](O3)CO[C@@H]4[C@H]([C@H]([C@@H]([C@H](O4)CO)O)O)O)O)O[C@@H]5[C@H]([C@H]([C@@H]([C@H](O5)CO)O)O)O)O)O)NC(=O)C)O)NC(=O)C